4-[2-cyano-5-(2-methylpropan-1-enyl)-3-pyridinyl]piperazine-1-carboxylic acid tert-butyl ester C(C)(C)(C)OC(=O)N1CCN(CC1)C=1C(=NC=C(C1)C=C(C)C)C#N